ClC(OC1=CC=C(C=C1)NC(C1=CN=C(C(=C1)C=1C=C2C(=NC1)CC=1C2=NN(C1)C1OCCCC1)N1C[C@H](CC1)F)=O)(F)F N-(4-(chlorodifluoromethoxy)phenyl)-6-((S)-3-fluoropyrrolidin-1-yl)-5-(2-(tetrahydro-2H-pyran-2-yl)-2,4-dihydropyrazolo[3',4':3,4]cyclopenta[1,2-b]pyridin-7-yl)nicotinamide